N-(2-(N,N-bis(2,4-dimethoxybenzyl)sulfamoyl)pyridin-4-yl)-2-(4,4-difluoro-3-methylpiperidin-1-yl)-6,8-difluoroquinoline-3-carboxamide COC1=C(CN(S(=O)(=O)C2=NC=CC(=C2)NC(=O)C=2C(=NC3=C(C=C(C=C3C2)F)F)N2CC(C(CC2)(F)F)C)CC2=C(C=C(C=C2)OC)OC)C=CC(=C1)OC